((1R,3R)-3-((5-propylpyrazolo[1,5-a]pyrimidin-7-yl)amino)cyclopentyl)-[1,1'-biphenyl]-4-carboxamide C(CC)C1=NC=2N(C(=C1)N[C@H]1C[C@@H](CC1)C1=C(C=CC(=C1)C(=O)N)C1=CC=CC=C1)N=CC2